CC(=O)C=CCC butenyl methyl ketone